2-[5-benzyloxy-1-(4-fluoro-3-methyl-phenyl)-2-isopropyl-indol-3-yl]propanenitrile C(C1=CC=CC=C1)OC=1C=C2C(=C(N(C2=CC1)C1=CC(=C(C=C1)F)C)C(C)C)C(C#N)C